(S)-N-(4-(3-(2,3-dihydro-4H-pyrido[3,2-b][1,4]oxazin-4-yl)phenyl)thiazol-2-yl)-1-(1-(methylsulfonyl)-1H-pyrrole-3-carbonyl)azetidine-2-carboxamide O1C2=C(N(CC1)C=1C=C(C=CC1)C=1N=C(SC1)NC(=O)[C@H]1N(CC1)C(=O)C1=CN(C=C1)S(=O)(=O)C)N=CC=C2